7-(2-fluoro-3-methylphenyl)-5,6,7,8-tetrahydro-2,7-naphthyridine-3-carboxylic acid FC1=C(C=CC=C1C)N1CCC=2C=C(N=CC2C1)C(=O)O